CC(CC)C(C(C(CC)=O)C)=O 3,5-dimethyloctane-4,6-dione